(R)-N-((R)-1-(3-methoxyphenyl)ethyl)-1-(4-(4-(trifluoromethyl)phenyl)naphthalen-2-yl)propan-1-amine COC=1C=C(C=CC1)[C@@H](C)N[C@H](CC)C1=CC2=CC=CC=C2C(=C1)C1=CC=C(C=C1)C(F)(F)F